(S)-2-((1H-pyrazolo[3,4-d]pyrimidin-4-yl)amino)-4-((2-(pyridin-2-yloxy)ethyl)(4-(5,6,7,8-tetrahydro-1,8-naphthyridin-2-yl)butyl)amino)butanoic acid N1N=CC=2C1=NC=NC2N[C@H](C(=O)O)CCN(CCCCC2=NC=1NCCCC1C=C2)CCOC2=NC=CC=C2